OC1=C(C=CC=C1C(F)(F)F)[C@H]1[C@@H](O[C@]([C@H]1C)(C(F)(F)F)C)C(=O)NC1=CC(=NC=C1)C(=O)N 4-((2R,3S,4S,5R)-3-(2-hydroxy-3-(trifluoromethyl)phenyl)-4,5-dimethyl-5-(trifluoromethyl)tetrahydrofuran-2-carboxamido)picolinamide